ClC=1C=CC(=C(C1)C1=C2C(=NC=C1)C(=CS2)C(=O)O)C#CCN2C(=NC1=C(C2=O)C(=C(N=C1)N(C)C1CCN(CC1)C1CC1)C#N)C 7-(5-Chloro-2-(3-(5-cyano-6-((1-cyclopropylpiperidin-4-yl)(methyl)amino)-2-methyl-4-oxopyrido[3,4-d]pyrimidin-3(4H)-yl)prop-1-yn-1-yl)phenyl)thieno[3,2-b]pyridine-3-carboxylic acid